COCC1=NN(C=C1C(=O)OC)CC1=CC=C2CCN(CC2=C1)C methyl 3-(methoxymethyl)-1-((2-methyl-1,2,3,4-tetrahydroisoquinolin-7-yl) methyl)-1H-pyrazole-4-carboxylate